4-(((6aR,10aR)-9-carboxy-6,6-dimethyl-3-(2-methyloctan-2-yl)-6a,7,10,10a-tetrahydro-6H-benzo[c]chromen-1-yl)oxy)butan-1-aminium chloride HCl Cl.[Cl-].C(=O)(O)C=1C[C@@H]2[C@H](C(OC3=CC(=CC(=C23)OCCCC[NH3+])C(C)(CCCCCC)C)(C)C)CC1